(S)-1-(3-(1-(4-methyl-4H-1,2,4-triazol-3-ylthio)ethyl)phenyl)-3-(4-(3-oxomorpholinyl)phenyl)urea CN1C(=NN=C1)S[C@@H](C)C=1C=C(C=CC1)NC(=O)NC1=CC=C(C=C1)N1C(COCC1)=O